mono(2,3-epoxypropyl) ether C(C1CO1)OCC1CO1